C(C1=CC=CC=C1)OC1=C(C(=O)NC=2C=C3C=NNC3=CC2)C=C(C(=C1)OCC1=CC=CC=C1)C(C)C 2,4-bis(benzyloxy)-N-(1H-indazol-5-yl)-5-isopropylbenzamide